trans-3-[(1,5-dimethylpyrazol-3-yl)methyl]-N-[6-(2-methylindol-5-yl)pyridazin-3-yl]-3-azabicyclo[3.1.0]hexane-6-amine CN1N=C(C=C1C)CN1CC2C(C2C1)NC=1N=NC(=CC1)C=1C=C2C=C(NC2=CC1)C